ClC1=NC2=CC(=CC=C2C=C1C=O)C 2-chloro-7-methylquinolin-3-formaldehyde